O1N=CC(=C1)B1OC(C)(C)C(C)(C)O1 4-Isoxazoleboronic acid pinacol ester